2-hydroxy-5-[2-(4-trifluoromethylphenyl)ethylamino]benzoic acid OC1=C(C(=O)O)C=C(C=C1)NCCC1=CC=C(C=C1)C(F)(F)F